C1(CC1)NC(=O)C1=CC=C(C=C1)C1=C(N(C=C1)S(N)(=O)=O)C(=O)O 3-[4-(Cyclopropyl-carbamoyl)phenyl]-1-sulfamoyl-pyrrole-2-carboxylic acid